C(C)(C)(C)OC(=O)N1C(C(CCC1)O)C(=O)O 1-tert-butyloxycarbonyl-3-hydroxy-2-piperidinecarboxylic acid